5-(2-(2-Methoxyethoxy)-5,7-dihydro-6H-pyrrolo[3,4-b]pyridin-6-yl)-4-(trifluoromethyl)pyridazin-3(2H)-one COCCOC1=CC=C2C(=N1)CN(C2)C2=C(C(NN=C2)=O)C(F)(F)F